COC(=O)C=1C(N(C=C(C1)C=1C=NN(C1)C)C1=CC=C(C=C1)F)=O.ClC1=C(C(=C(C=C1)C=1N=NC=CC1)F)COC 3-(4-chloro-2-fluoro-3-(methoxymethyl)phenyl)pyridazine Methyl-1-(4-fluorophenyl)-5-(1-methyl-1H-pyrazol-4-yl)-2-oxo-1,2-dihydropyridine-3-carboxylate